2-oxa-5-azabicyclo[4.1.0]heptane-5-carboxylate C12OCCN(C2C1)C(=O)[O-]